C1(=C(C=CC=C1)C1=C(C=CC=C1)S)C o-tolyl-(thiophenol)